3-{[2-(4-chlorophenyl)imidazo[1,2-a]pyrimidin-3-yl]methyl}-N-(3-fluorophenyl)-3,8-diaza-bicyclo[3.2.1]octane-8-carboxamide ClC1=CC=C(C=C1)C=1N=C2N(C=CC=N2)C1CN1CC2CCC(C1)N2C(=O)NC2=CC(=CC=C2)F